N=1C=NN2C1C=C(C=C2)C2=CNC=1N=C(N=CC12)NC1CC(C1)(C)N1C(CCC1)=O 1-((1s,3s)-3-((5-([1,2,4]triazolo[1,5-a]pyridin-7-yl)-7H-pyrrolo[2,3-d]pyrimidin-2-yl)amino)-1-methylcyclobutyl)pyrrolidin-2-one